FC(F)(F)SCCCCCCCCl chloroheptyl (trifluoromethyl) sulfide